5,7-dichloro-2-(1-ethyl-3-methyl-1H-pyrazol-4-yl)[1,2,4]triazolo[1,5-c]quinazoline ClC1=NC=2C(=CC=CC2C=2N1N=C(N2)C=2C(=NN(C2)CC)C)Cl